5-[(3R)-1-(3-fluoropropyl)pyrrolidin-3-yl]oxy-thiazole FCCCN1C[C@@H](CC1)OC1=CN=CS1